[5-[6-(2,6-Dimethyl-phenyl)-8-(3-hydroxy-propyl)-7-oxo-5,6,7,8-tetrahydro-pyrimido[4,5-d]pyrimidin-2-ylamino]-2-(4-methyl-piperazin-1-yl)-phenyl]-acetic acid CC1=C(C(=CC=C1)C)N1C(N(C2=C(C1)C=NC(=N2)NC=2C=CC(=C(C2)CC(=O)O)N2CCN(CC2)C)CCCO)=O